CC=1C(=CNC1C1=C(C=CC=C1)C(F)(F)F)C(=O)[O-] 4-methyl-5-(2-(trifluoromethyl) phenyl)-1H-pyrrole-3-carboxylate